2,6-difluoro-4-(1-phenyl-1H-pyrazol-4-yl)phenol FC1=C(C(=CC(=C1)C=1C=NN(C1)C1=CC=CC=C1)F)O